C(C1=CC=CC=C1)C=1NC(=NN1)C(=O)N[C@H]1[C@@H]2[C@H](C3=C(NC1=O)N=CC=C3)C2 5-benzyl-N-((1aS,2S,8bR)-3-oxo-1,1a,2,3,4,8B-hexahydrocycloprop[d]pyrido[2,3-B]azepin-2-yl)-4H-1,2,4-triazole-3-carboxamide